cyclohexane-1,2-dicarboxylic acid dipropyl ester C(CC)OC(=O)C1C(CCCC1)C(=O)OCCC